C(C1=CC=CC=C1)C=1C=C(C(=O)O)C=CC1 3-benzylbenzoic acid